ClC=1C=CC=2C3=C(C=CC2C1)C=CC=1N=COC13 9-chlorophenanthro[3,4-d]oxazole